[1-(2-nitrophenyl)-2-piperidyl]methyl methanesulfonate CS(=O)(=O)OCC1N(CCCC1)C1=C(C=CC=C1)[N+](=O)[O-]